1-butoxy-3-(2-methylaziridin-1-yl)propan C(CCC)OCCCN1C(C1)C